2-(1H-Imidazol-1-yl)-N-(pyrrolidin-3-yl)-5H-pyrrolo[3,2-d]pyrimidine-4-carboxamide N1(C=NC=C1)C=1N=C(C2=C(N1)C=CN2)C(=O)NC2CNCC2